5-chloro-1-(2-methoxy-2-methylpropyl)-1H-pyrazolo[4,3-b]pyridine ClC1=CC=C2C(=N1)C=NN2CC(C)(C)OC